C(C)(C)(C)C1=CC=C(CN2N=C(N(C2=O)CC)CCCC2=CC(=CC=C2)B2OC(C(O2)(C)C)(C)C)C=C1 1-(4-(tert-butyl)benzyl)-4-ethyl-3-(3-(3-(4,4,5,5-tetramethyl-1,3,2-dioxaborolan-2-yl)phenyl)propyl)-1H-1,2,4-triazol-5(4H)-one